3-bromo-2-methyl-4-(methylsulfonyl)benzoic acid BrC=1C(=C(C(=O)O)C=CC1S(=O)(=O)C)C